C(C=C)OC(CC=C)C1=C(C=CC=C1)[N+](=O)[O-] 2-(1-(allyloxy)butan-3-en-1-yl)-nitrobenzene